N-[2-(diethylamino)ethyl]-5-[(Z)-(5-fluoro-2-oxo-indolin-3-ylidene)methyl]-2,4-dimethyl-1H-pyrrole-3-carboxamide C(C)N(CCNC(=O)C1=C(NC(=C1C)\C=C\1/C(NC2=CC=C(C=C12)F)=O)C)CC